(1S)-6-ethyl-N-[(1S)-1-[1-(2-methyl-2H-indazol-5-yl)-1H-pyrazol-3-yl]-7-(1,3-oxazol-2-yl)-7-oxoheptyl]-6-azaspiro[2.5]octane-1-carboxamide C(C)N1CCC2(C[C@@H]2C(=O)N[C@@H](CCCCCC(=O)C=2OC=CN2)C2=NN(C=C2)C2=CC3=CN(N=C3C=C2)C)CC1